4,6-Dichloro-N-(tetrahydropyran-4-yl)nicotinamide ClC1=CC(=NC=C1C(=O)NC1CCOCC1)Cl